IC1=C(C=CC(=C1)C(F)(F)F)NC(=O)NC(C)C1=NC=CN=C1C1=NC=CC=N1 1-[2-iodo-4-(trifluoromethyl)phenyl]-3-[1-(3-pyrimidin-2-ylpyrazin-2-yl)ethyl]urea